(E)-(2-nitrovinyl)benzene [N+](=O)([O-])/C=C/C1=CC=CC=C1